tetradecyl heptyl ether C(CCCCCC)OCCCCCCCCCCCCCC